(S)-3-amino-6-ethoxy-N-(3,3,3-trifluoro-2-hydroxy-2-methylpropyl)-5-(trifluoromethyl)picolinamide NC=1C(=NC(=C(C1)C(F)(F)F)OCC)C(=O)NC[C@](C(F)(F)F)(C)O